Pentamethylcyclopentadienyl-(1-pentylindenyl)hafnium CC1=C(C(=C(C1([Hf]C=1C(C2=CC=CC=C2C1)CCCCC)C)C)C)C